OC1CC(C)(C)C(=C(C1=O)C)\C=C\C(\C)=C\C=C\C(\C)=C\C=C\C=C(/C)\C=C\C=C(/C)\C=C\C1=C(C)C(C(CC1(C)C)O)=O 3,3'-dihydroxy-beta-carotene-4,4'-dione